3-methylimidazole bromophosphate P(=O)(O)(O)Br.CN1C=NC=C1